8-acetyl-2-(5-methoxy-1,3-dihydro-isoindol-2-yl)-3,6-dimethylquinazolin-4-one C(C)(=O)C=1C=C(C=C2C(N(C(=NC12)N1CC2=CC=C(C=C2C1)OC)C)=O)C